BrC1=CC=C(C=C1)C1CCC(C(C1C(=O)[O-])C(NC1=C(C=C(C=C1)C(F)(F)F)F)=O)C 6-(4-bromophenyl)-2-((2-fluoro-4-(trifluoromethyl)phenyl)carbamoyl)-3-methylcyclohexane-1-carboxylate